N-((1s,3s)-3-(6-((3-(4-((2-(2,6-dioxopiperidin-3-yl)-1,3-dioxoisoindolin-5-yl)glycyl)piperazin-1-yl)benzyl)amino)-9H-purin-9-yl)cyclobutyl)-6-methylpicolinamide O=C1NC(CC[C@@H]1N1C(C2=CC=C(C=C2C1=O)NCC(=O)N1CCN(CC1)C=1C=C(CNC2=C3N=CN(C3=NC=N2)C2CC(C2)NC(C2=NC(=CC=C2)C)=O)C=CC1)=O)=O